(S)-N2-[1-(4-fluorophenyl)ethyl]-N4-(5-methylthiazol-2-yl)-N6-(pyrazin-2-yl)pyrimidine-2,4,6-triamine FC1=CC=C(C=C1)[C@H](C)NC1=NC(=CC(=N1)NC=1SC(=CN1)C)NC1=NC=CN=C1